NC1(CN(CC1)C(=O)OC(C)(C)C)C1=C(C(=CC=C1F)Cl)Cl tert-butyl 3-amino-3-(2,3-dichloro-6-fluorophenyl)pyrrolidine-1-carboxylate